6-{3-Chloro-4-[(2S)-2-hydroxypropoxyl]-5-methylphenyl}-5-methyl-4,5-dihydro-2H-pyridazin-3-one ClC=1C=C(C=C(C1OC[C@H](C)O)C)C=1C(CC(NN1)=O)C